N-(4-(4-amino-2-butyl-1H-imidazo[4,5-C]quinolin-1-yl)butyl)-4-((S)-2-((S)-2-(2-(aminooxy)acetamido)-3-methylbutanamido)-5-ureidovaleramido)-3,5-difluorobenzamide NC1=NC=2C=CC=CC2C2=C1N=C(N2CCCCNC(C2=CC(=C(C(=C2)F)NC([C@H](CCCNC(=O)N)NC([C@H](C(C)C)NC(CON)=O)=O)=O)F)=O)CCCC